(S)-4-(1-(6-(4-fluoro-1H-pyrazol-1-yl)pyridin-3-yl)ethyl)-9-hydroxy-1-oxa-4-azaspiro[5.5]undecan-5-one FC=1C=NN(C1)C1=CC=C(C=N1)[C@H](C)N1CCOC2(C1=O)CCC(CC2)O